Cl.ClC1=NC=NC=C1 4-chloropyrimidine hydrochloride